4-chloro-N-[5-(methoxymethyl)-1,3,4-thiadiazol-2-yl]benzene-1-sulfonamide ClC1=CC=C(C=C1)S(=O)(=O)NC=1SC(=NN1)COC